CN1N=C(C=C1C(=O)N[C@H](C)C1=NC(=NS1)N1CCCCC1)C(F)(F)F |r| 2-methyl-N-[rac-(1R)-1-[3-(1-piperidyl)-1,2,4-thiadiazol-5-yl]ethyl]-5-(trifluoromethyl)pyrazole-3-carboxamide